5-[4-(3,3-Dimethylpyrrolidin-1-yl)-7-fluoro-pyrazolo[1,5-a]pyrazin-2-yl]-1H-pyrimidine-2,4-dione CC1(CN(CC1)C=1C=2N(C(=CN1)F)N=C(C2)C=2C(NC(NC2)=O)=O)C